F[C@H](CNC1=NC=C(C(=N1)NC1CCC(CC1)O)C(=O)NC1CCN(CC1)CCCF)CC 2-(((S)-2-fluorobutyl)amino)-N-(1-(3-fluoropropyl)piperidin-4-yl)-4-(((1r,4S)-4-hydroxycyclohexyl)amino)pyrimidine-5-carboxamide